4-cyano-N-[4-(3-cyanophenyl)-5-[2-(hydroxymethyl)-6-ethyl-4-pyridyl]thiazol-2-yl]-4-ethyl-piperidine-1-carboxamide C(#N)C1(CCN(CC1)C(=O)NC=1SC(=C(N1)C1=CC(=CC=C1)C#N)C1=CC(=NC(=C1)CC)CO)CC